CN1C(N(C(C=2C1=NC(=NC2)S(=O)(=O)C)=O)C2CCN(C1=CC=CC=C21)C(=O)OC(C)(C)C)=O tert-butyl 4-(1-methyl-7-methylsulfonyl-2,4-dioxo-pyrimido[4,5-d]pyrimidin-3-yl)-3,4-dihydro-2H-quinoline-1-carboxylate